(E)-2-(2-nitrovinyl)thiophene [N+](=O)([O-])/C=C/C=1SC=CC1